(1R,3R)-3-methoxycyclobutan-1-amine hydrochloride Cl.COC1CC(C1)N